diboron (diborole) B1B=CC=C1.[B].[B]